2,3-dichloroquinoline ClC1=NC2=CC=CC=C2C=C1Cl